4-bromo-2-methoxy-N-(pivaloyloxy)benzamide BrC1=CC(=C(C(=O)NOC(C(C)(C)C)=O)C=C1)OC